C(CCCCCCCCC)OC(C(C)C1=CC(=C(C(=C1)C(C)(C)C)O)N1N=C2C(=N1)C=CC=C2)=O [3-(2H-benzotriazol-2-yl)-4-hydroxy-5-tert-butylphenyl]propanoic acid decyl ester